benzo[c]phenanthren-4-yl-boronic acid C1=CC=C(C=2C=CC=3C=CC=4C=CC=CC4C3C21)B(O)O